C(C)(C)(C)OC(=O)N1CCN(CC1)C1=CC(=C(C=C1)C(=O)OC)CO.NCCNCCC[Si](OCC)(OCC)OCC [N-(2-Aminoethyl)-3-aminopropyl]triethoxysilan tert-butyl-4-[3-(hydroxymethyl)-4-methoxycarbonyl-phenyl]piperazine-1-carboxylate